COC=1C=C(C=CC1OC)C1=CC=NC=2N1N=C(C2)C(=O)NC2=CC=C(C=C2)N2CCOCC2 7-(3,4-dimethoxyphenyl)-N-(4-morpholinophenyl)pyrazolo[1,5-a]pyrimidine-2-carboxamide